FC1=CC=C(C=C1)[C@@H]1N(CCC2=CC=CC=C12)C(=O)NC[C@@H]1C[C@H](C1)NC(OC(C)(C)C)=O trans-tert-butyl (S)-(3-((1-(4-fluorophenyl)-1,2,3,4-tetrahydroisoquinoline-2-carboxamido)methyl)cyclobutyl)carbamate